(R)-tert-butyl N-(2-(4-(6,7-dimethoxyquinolin-4-yl)-2-methylpiperazin-1-yl)ethyl)sulfamoylcarbamate COC=1C=C2C(=CC=NC2=CC1OC)N1C[C@H](N(CC1)CCNS(=O)(=O)NC(OC(C)(C)C)=O)C